catechol-quinone C1(O)=C(O)C(C(C=C1)=O)=O